(3-aminophenyl)4-(dimethylamino)-5H-naphtho[1,8-cd]isothiazol-5-one 1,1-dioxide NC=1C=C(C=CC1)C1=C(C(C2=CC=CC3=C2C1=NS3(=O)=O)=O)N(C)C